(R)-1-(4-((1-(3,4,5-trimethoxyphenyl)-1H-imidazol-4-yl)amino)-5,6,7,8-tetrahydroquinazolin-2-yl)pyrrolidine-2-carboxamide COC=1C=C(C=C(C1OC)OC)N1C=NC(=C1)NC1=NC(=NC=2CCCCC12)N1[C@H](CCC1)C(=O)N